O(C1=CC=CC=C1)C1=CC=C(C=C1)[C@@H]1CCCN2C1=NS(CC2)(=O)=O (9S)-9-(4-phenoxyphenyl)-3,4,6,7,8,9-hexahydropyrido[2,1-c][1,2,4]thiadiazine 2,2-dioxide